C1(CC1)N1N=CC(=C1)C1=NC=CC(=N1)NC=1N=CC2=C(C=C(C(=C2C1)C(C)C)F)N1[C@@H]([C@H](C1)CS(=O)(=O)C)C N-(2-(1-cyclopropyl-1H-pyrazol-4-yl)pyrimidin-4-yl)-6-fluoro-5-isopropyl-8-((2R,3S)-2-methyl-3-((methylsulfonyl)methyl)azetidin-1-yl)isoquinolin-3-amine